(S)-7-((3S,5R)-4-acryloyl-3,5-dimethylpiperazin-1-yl)-10-(4-chlorophenyl)-3-(methoxymethyl)-9-(trifluoromethyl)-2,3-dihydro-5H-[1,4]thiazino[2,3,4-ij]quinazolin-5-one C(C=C)(=O)N1[C@H](CN(C[C@H]1C)C1=NC(N2C3=C(C(=C(C=C13)C(F)(F)F)C1=CC=C(C=C1)Cl)SC[C@@H]2COC)=O)C